5-Methyl-N-(6-(4-methylpiperazin-1-yl)pyridin-3-yl)-4-(6-phenylimidazo[1,2-a]pyridin-3-yl)pyrimidin-2-amine CC=1C(=NC(=NC1)NC=1C=NC(=CC1)N1CCN(CC1)C)C1=CN=C2N1C=C(C=C2)C2=CC=CC=C2